1-(1H-indazol-3-yl)-3-(6-(3-isopropyl-3H-pyrazol-4-yl)pyridin-2-yl)Urea N1N=C(C2=CC=CC=C12)NC(=O)NC1=NC(=CC=C1)C=1C(N=NC1)C(C)C